C(CC)C1=NC(=CC2=C1NC1=CC=CC=C21)C(=O)OC methyl 1-propyl-9H-pyrido[3,4-b]indole-3-carboxylate